7a-(tert-butyl) 2-methyl (2R,3R,7aS)-3-(2-(benzyloxy)ethyl)-tetrahydro-1H-pyrrolizine-2,7a(5H)-dicarboxylate C(C1=CC=CC=C1)OCC[C@@H]1[C@@H](C[C@@]2(CCCN12)C(=O)OC(C)(C)C)C(=O)OC